ClC(C(=O)Cl)C 2-chloropropionylchloride